C1CCC12CCN(CC2)C2=C(N)C=CC=C2Cl 2-(7-azaspiro[3.5]nonan-7-yl)-3-chloro-aniline